N-(5-(2-((1R,4S)-2-azabicyclo[2.2.1]heptan-2-yl)acetamido)-2-methylpyridin-3-yl)-6-(1,5-dimethyl-1H-pyrazol-4-yl)pyrazolo[1,5-a]pyrazine-3-carboxamide [C@@H]12N(C[C@@H](CC1)C2)CC(=O)NC=2C=C(C(=NC2)C)NC(=O)C=2C=NN1C2C=NC(=C1)C=1C=NN(C1C)C